Octyldimethyl-2-hydroxyethylammonium tris(trifluoromethanesulfonyl)methide [C-](S(=O)(=O)C(F)(F)F)(S(=O)(=O)C(F)(F)F)S(=O)(=O)C(F)(F)F.C(CCCCCCC)[N+](CCO)(C)C